7-(3-(2,3-difluoro-5-methylphenyl)-7,8-dihydro-1,6-naphthyridin-6(5H)-yl)-2-(difluoromethyl)-8,9-dimethyl-4H-pyrimido[1,2-b]pyridazin-4-one FC1=C(C=C(C=C1F)C)C=1C=NC=2CCN(CC2C1)C=1C(=C(C=2N(N1)C(C=C(N2)C(F)F)=O)C)C